C(C1=CC=CC=C1)OC(=O)N1C(CNC(C1)=O)(C)C 2,2-dimethyl-5-oxopiperazine-1-carboxylic acid benzyl ester